N1(N=NC=C1)C=1C=C(C=CC1)N(C(C1=CC=C(C=C1)C=1C=NC=C(C1)Br)=O)C N-(3-(1H-1,2,3-triazol-1-yl)phenyl)-4-(5-bromopyridin-3-yl)-N-methylbenzamide